N-((S)-5-methoxy-1,3-dihydrospiro[indene-2,4'-piperidin]-3-yl)-2-methylpropane-2-sulfinamide COC=1C=C2[C@H](C3(CCNCC3)CC2=CC1)NS(=O)C(C)(C)C